Cl.C1(=CC=CC2=CC=CC=C12)[C@@H](C)NC(C1=CC(=CC=C1)N1CCNCC1)=O N-[(1R)-1-(1-naphthyl)ethyl]-3-piperazin-1-yl-benzamide hydrochloride